Aspartyl-Threonine N[C@@H](CC(=O)O)C(=O)N[C@@H]([C@H](O)C)C(=O)O